N1C(=NC2=C1C=CC=C2)C=2C=C(C=CC2)NC2=NC=C(C=N2)C2=NC(=CC=C2)F N-(3-(1H-benzo[d]imidazol-2-yl)phenyl)-5-(6-fluoropyridin-2-yl)pyrimidin-2-amine